NC=1C2=C(N=CN1)C(=NC(=C2)F)C=2C(=C(C=CC2C)O)C 3-(4-Amino-6-fluoropyrido[3,4-d]pyrimidin-8-yl)-2,4-dimethylphenol